benzyl 4-[[4-(tert-butoxycarbonylamino)-4-methyl-1-piperidyl]methyl]-4-fluoro-piperidine-1-carboxylate C(C)(C)(C)OC(=O)NC1(CCN(CC1)CC1(CCN(CC1)C(=O)OCC1=CC=CC=C1)F)C